CC12C(C(C(CC1)C2(C)C)=CC=2C=CC1=C(C=CC3(N(C4=CC=CC=C4C3(C)C)C)O1)C2)=O 1,7,7-trimethyl-3-((1',3',3'-trimethylspiro[benzopyran-2,2'-indolin]-6-yl)methylene)bicyclo[2.2.1]heptan-2-one